C(C)(C)C(C(C)C)(C(C)C)[SiH3] (triisopropylmethyl)Silane